Br(=O)(=O)(=O)[O-].[Zr+4].Br(=O)(=O)(=O)[O-].Br(=O)(=O)(=O)[O-].Br(=O)(=O)(=O)[O-] zirconium perbromate